CC=1C2=C(N=NC1C1=C(C=C(C=C1)C(F)(F)F)O)N(CCC2)[C@H]2CN(CCC2)C2CCN(CC2)C2CC(C2)O 2-{4-Methyl-8-[(3R)-1'-[(1s,3s)-3-hydroxycyclobutyl]-[1,4'-bipiperidin]-3-yl]-5H,6H,7H-pyrido[2,3-c]pyridazin-3-yl}-5-(trifluoromethyl)phenol